ClC1=C(C=CC(=C1)Cl)C1=NN(C(OC1)=O)CC1=CC=C(C=C1)C1=NOC(=N1)C(F)(F)F 5-(2,4-dichlorophenyl)-3-[[4-[5-(trifluoromethyl)-1,2,4-oxadiazol-3-yl]phenyl]methyl]-6H-1,3,4-oxadiazin-2-one